C(C)C1=C(C=NC(=C1)C(F)(F)F)S(=O)(=O)N1CC2(CN(C2)C2CCC(CC2)(O)C)C1 (1r,4r)-4-(6-((4-ethyl-6-(trifluoromethyl)pyridin-3-yl)sulfonyl)-2,6-diazaspiro[3.3]heptan-2-yl)-1-methylcyclohexan-1-ol